C(C)(=O)O[C@@]1(CC[C@H]2[C@@H]3CCC4=CC(CCC4=C3[C@H](C[C@]12C)C1=CC=C(C=C1)N(C)CCCCCCCO)=O)C(C)=O (8S,11R,13S,14S,17R)-17-acetyl-11-(4-((7-hydroxyheptyl) (methyl)amino)phenyl)-13-methyl-3-oxo-2,3,6,7,8,11,12,13,14,15,16,17-dodecahydro-1H-cyclopenta[a]phenanthren-17-yl acetate